2-(2-ethoxypyridin-3-yl)-1'-[6-methoxy-2-(trifluoromethyl)pyridin-3-yl]-7-[(3S)-pyrrolidin-3-yl]spiro[8H-1,7-naphthyridine-5,4'-piperidine]-6-one C(C)OC1=NC=CC=C1C1=NC=2CN(C(C3(CCN(CC3)C=3C(=NC(=CC3)OC)C(F)(F)F)C2C=C1)=O)[C@@H]1CNCC1